OC1CC(C1)NC1=NC=C2N=C(N(C2=N1)C1CCC(CC1)C(=O)N)NC1=C(C=C(C=C1F)F)F (1s,4s)-4-(2-((1r,3r)-3-hydroxycyclobutylamino)-8-(2,4,6-trifluorophenylamino)-9H-purin-9-yl)cyclohexanecarboxamide